FC1=C(C#N)C=CC(=C1OC)F 2,4-difluoro-3-methoxy-benzonitrile